CN(CCCC(=O)OC(CCCCCCCC(SCCCC)SCCCC)CCCCCCCC(SCCCC)SCCCC)C 1,1,17,17-tetrakis(butylthio)heptadecan-9-yl 4-(dimethylamino)butanoate